3,4-dimethoxyphenyl-1-phenyl-1H-pyrazol-5(4H)-one COC=1C=C(C=CC1OC)C1=NN(C(C1)=O)C1=CC=CC=C1